(5-(5-chloro-2-methoxypyridin-4-yl)-1H-pyrazole-3-carbonyl)-4-hydroxypiperidine-4-carboxylic acid ClC=1C(=CC(=NC1)OC)C1=CC(=NN1)C(=O)N1CCC(CC1)(C(=O)O)O